C12(CC3CC(CC(C1)C3)C2)C[C@@H](C(N[C@@H](CCCCNC(OCC2=CC=CC=C2)=O)C(N)=O)=O)NC([C@H](NC([C@H](CC2=CC=CC=C2)NC(OC(C)(C)C)=O)=O)CCCNC(=N)N)=O tert-butyl ((9S,12S,15R,18S)-12-(adamantan-1-ylmethyl)-9-carbamoyl-15-(3-guanidinopropyl)-3,11,14,17-tetraoxo-1,19-diphenyl-2-oxa-4,10,13,16-tetraazanonadecan-18-yl)carbamate